COC=C(CCCCCCCCCCCC)CCCCCCCCCCCC 13-(Methoxymethylene)Pentacosane